C1(CC1)CNC=1N=C(C=2N=C(N=C(C2N1)NC)NCC(CC)O)NC 1-[6-(Cyclopropylmethyl-amino)-4,8-bis-methylamino-pyrimido[5,4-d]pyrimidin-2-ylamino]-butan-2-ol